C(C)OC(=O)C1CCN(CC1)C1=NC(=CN=C1C=1C=CC2=C(C=CO2)C1)CCCOC 1-(3-(benzofuran-5-yl)-6-(3-methoxypropyl)pyrazin-2-yl)piperidine-4-carboxylic acid ethyl ester